N-t-butoxycarbonyl-L-aspartic acid-1-benzyl ester C(C1=CC=CC=C1)OC([C@@H](NC(=O)OC(C)(C)C)CC(=O)O)=O